[Si-]1=CC=CC=C1.[Li+] lithium silainide